FC1=C(C=CC=C1)S(=O)(=O)NCCOC1=CC2=C(N=C(S2)C2=C3N=CC(=NC3=CC(=C2)C)COC)C(=C1)C 2-fluoro-N-(2-(2-(2-(methoxymethyl)-7-methylquinoxalin-5-yl)-4-methylbenzo[d]thiazol-6-yloxy)ethyl)benzenesulfonamide